C(C)(C)(C)OC(=O)N1CC2=CC=C(C=C2CC1)C1=NC(=C(C2=C1C=CS2)C2=C(C=C(C=C2)F)OCCOC)O 6-[7-[4-fluoro-2-(2-methoxyethoxy)phenyl]-6-hydroxy-thieno[3,2-c]pyridin-4-yl]-3,4-dihydro-1H-isoquinoline-2-carboxylic acid tert-butyl ester